C(C)OC(=O)C=1NC2=CC(=C(C=C2C1)OC1=CC=C(C=C1)F)F 6-fluoro-5-(4-fluorophenoxy)-1H-indole-2-carboxylic acid ethyl ester